C(C)C1CCC(CC1)C1=CC=C(C=C1)C=1OC2=C(N1)C=C(C=C2)N 2-(4-((1r,4r)-4-ethylcyclohexyl)phenyl)benzo[d]oxazol-5-amine